N(C)CC(=O)[O-].[Na+] Sodium sarcosinate